(E)-2-(4-(6-(dimethylamino)pyridine-3-yl)buta-1-en-3-ynyl)benz[d]thiazole-6-ol CN(C1=CC=C(C=N1)C#C/C=C/C=1SC2=C(N1)C=CC(=C2)O)C